(2S,3S)-2-[(2S)-2-amino-4-{[(diaminomethylidene)amino]oxy}butanamido]-N,3-dimethylpentanamide N[C@H](C(=O)N[C@H](C(=O)NC)[C@H](CC)C)CCON=C(N)N